FC(OC1=C(C=C(C=C1)C1=NNC2=NC=NC=C21)F)F 3-(4-(difluoromethoxy)-3-fluorophenyl)-1H-pyrazolo[3,4-d]pyrimidin